NC=1N=CC(=C2C1N(N=C2)C)NC(=O)C(=O)N([C@H](C)C2=C(C=C(C=C2)C(F)(F)F)F)C N-(7-amino-1-methyl-pyrazolo[3,4-c]pyridin-4-yl)-N'-methyl-N'-[(1R)-1-[2-fluoro-4-(trifluoromethyl)phenyl]ethyl]oxamide